3-bromo-1-fluoro-4-methoxy-2-methyl-5-nitrobenzene BrC=1C(=C(C=C(C1OC)[N+](=O)[O-])F)C